S1SCC=C1 1,2-dithiole